C[C@]12CC(C[C@](CC1)(N2)C)N(C2=CC=C(N=N2)C=2C=C1C=CC(=C(C1=CC2O)F)C(=O)NC)C 6-(6-(((1R,3s,5S)-1,5-dimethyl-8-azabicyclo[3.2.1]octan-3-yl)(methyl)amino)pyridazin-3-yl)-1-fluoro-7-hydroxy-N-methyl-2-naphthamide